C(C)N1N=NN(C1=O)CCN1CC(CC1)(C1OCCC1)CCC1=CC=CC=C1 1-ethyl-4-(2-(3-phenethyl-3-(tetrahydrofuran-2-yl)pyrrolidin-1-yl)ethyl)-1H-tetrazol-5(4H)-one